1,3-bis(2-methoxy-5-(trifluoromethyl)phenyl)urea COC1=C(C=C(C=C1)C(F)(F)F)NC(=O)NC1=C(C=CC(=C1)C(F)(F)F)OC